8-chloro-2-(4-methoxybenzyl)-7-(pyridin-4-yl)-3,4-dihydropyrrolo[1,2-a]pyrazin-1(2H)-one ClC=1C(=CN2C1C(N(CC2)CC2=CC=C(C=C2)OC)=O)C2=CC=NC=C2